C(C1=CC=CC=C1)OC1=C(C(=C2C[C@@H](N(C2=C1)C(=O)OC(C)(C)C)CN(CC1CCCC1)C(=O)OC(C)(C)C)F)N1S(NC(C1)=O)(=O)=O tert-butyl (2R)-6-(benzyloxy)-2-{[(tert-butoxycarbonyl)(cyclopentylmethyl)amino]methyl}-4-fluoro-5-(1,1,4-trioxo-1λ6,2,5-thiadiazolidin-2-yl)-2,3-dihydro-1H-indole-1-carboxylate